1,2,2,6,6-pentamethyl-4-piperidylbutanetetracarboxylate CN1C(CC(CC1(C)C)OC(=O)C(C(CC)C(=O)[O-])(C(=O)[O-])C(=O)[O-])(C)C